ClC1=C(C=C(C=C1)[C@@H](O)[C@H]1C[C@H]([C@@H]2OC(O[C@@H]21)(C)C)N2C=CC1=C2N=CN=C1Cl)F (S)-(4-chloro-3-fluorophenyl)((3aR,4R,6R,6aS)-6-(4-chloro-7H-pyrrolo[2,3-d]pyrimidin-7-yl)-2,2-dimethyltetrahydro-4H-cyclopenta[d][1,3]dioxol-4-yl)methanol